N-t-butyl-1,3-propanediamine C(C)(C)(C)NCCCN